FC(OC=1C=C(C=C2C(CN(C(C12)=O)C(=O)OC(C)(C)C)C)B1OC(C(O1)(C)C)(C)C)F tert-butyl 8-(difluoromethoxy)-4-methyl-1-oxo-6-(4,4,5,5-tetramethyl-1,3,2-dioxaborolan-2-yl)-3,4-dihydroisoquinoline-2-carboxylate